3-((2S)-2-hydroxy-3-(8-(6-phenoxypyridin-3-ylsulfonyl)-1-oxa-8-azaspiro[4.5]dec-3-ylamino)propoxy)-N-methylbenzenesulfonamide O[C@H](COC=1C=C(C=CC1)S(=O)(=O)NC)CNC1COC2(C1)CCN(CC2)S(=O)(=O)C=2C=NC(=CC2)OC2=CC=CC=C2